N-(6-(4,4-difluoropiperidin-1-yl)-4-methylpyridin-2-yl)-4-((2-hydroxyethyl)sulfonamido)-2-(6-azaspiro[2.5]octan-6-yl)benzamide FC1(CCN(CC1)C1=CC(=CC(=N1)NC(C1=C(C=C(C=C1)NS(=O)(=O)CCO)N1CCC2(CC2)CC1)=O)C)F